O[C@@H](CN1N=CC(=C1C)C=1C=C(C=2N(C1)N=CC2C#N)O[C@H](C)C2=NC=C(C=C2)F)CO 6-(1-((S)-2,3-dihydroxy-propyl)-5-methyl-1H-pyrazol-4-yl)-4-((R)-1-(5-fluoropyridin-2-yl)eth-oxy)pyrazolo[1,5-a]pyridine-3-carbonitrile